(±)-3-((2-Chloro-4-(4-(3-chlorophenyl)-trans-2,3-dimethylpiperazine-1-carbonyl)phenyl)sulfinyl)-1,1,1-trifluoropropan-2-one ClC1=C(C=CC(=C1)C(=O)N1[C@H]([C@@H](N(CC1)C1=CC(=CC=C1)Cl)C)C)[S@](=O)CC(C(F)(F)F)=O |&1:24|